C(C(O)C)(=O)OCC(OC(C(O)C)=O)COC(C(O)C)=O glycerol trilactate